OCCCC1CCC(CC1)C1=CC=C(C=C1)CCCCNC(OCC1=CC=CC=C1)=O benzyl (4-(4-(4-(3-hydroxypropyl)cyclohexyl)phenyl)butyl)carbamate